NC=1OC=CN1 2-aminooxazol